ethyl (2E)-3-(4-{[(1R)-1-[3-amino-5-(trifluoromethyl)phenyl]ethyl]amino}-2-chloropyrrolo[2,1-f][1,2,4]triazin-6-yl)prop-2-enoate NC=1C=C(C=C(C1)C(F)(F)F)[C@@H](C)NC1=NC(=NN2C1=CC(=C2)/C=C/C(=O)OCC)Cl